FC=1C(=C(C=CC1)O)C=1N(C2=NC=NC(=C2N1)N1[C@H](CNCC1)C)C(C)C (S)-3-fluoro-2-(9-isopropyl-6-(2-methylpiperazin-1-yl)-9H-purin-8-yl)phenol